ClC(C1=NC(=NO1)C1=CC=2N(C=C1)C=C(N2)CC(=O)N=S(=O)(C)C2=CC=C(C=C2)F)(F)F 2-(7-(5-(chlorodifluoromethyl)-1,2,4-oxadiazol-3-yl)imidazo[1,2-a]pyridin-2-yl)-N-((4-fluorophenyl)(methyl)(oxo)-λ6-sulfaneylidene)acetamide